3-(1-Cyclopropyl-1H-pyrazol-4-yl)-5-(2-fluoro-6-methyl-4-(piperidin-2-yl)phenyl)-1H-pyrazolo[3,4-c]pyridine C1(CC1)N1N=CC(=C1)C1=NNC2=CN=C(C=C21)C2=C(C=C(C=C2C)C2NCCCC2)F